ClCC(=O)NC1(CCCC1)C 2-chloro-N-(1-methylcyclopentyl)acetamide